N1,N3-di([1,1':3',1''-terphenyl]-2'-yl)-2-chlorobenzene-1,3-diamine C1(=CC=CC=C1)C1=C(C(=CC=C1)C1=CC=CC=C1)NC1=C(C(=CC=C1)NC1=C(C=CC=C1C1=CC=CC=C1)C1=CC=CC=C1)Cl